prop-2-ene-1-imine C(C=C)=N